2-methylquinoline-3,4-dicarboxylate CC1=NC2=CC=CC=C2C(=C1C(=O)[O-])C(=O)[O-]